gallate-phloroglucinol C1(O)=CC(O)=CC(O)=C1.C(C1=CC(O)=C(O)C(O)=C1)(=O)O